(3R)-4-[5-fluoro-4-(1-methyl-1H-pyrazol-5-yl)-7-[1-(oxan-2-yl)-1H-pyrazol-5-yl]imidazo[1,5-b]pyridazin-2-yl]-3-methylmorpholine FC=1N=C(N2N=C(C=C(C21)C2=CC=NN2C)N2[C@@H](COCC2)C)C2=CC=NN2C2OCCCC2